C1(=CC=C(C=C1)N(C1=CC=2C(C3=CC=CC=C3C2C=C1)(C)C)C1=CC=C(C=C1)C=1C=CC=2N(C3=CC=CC=C3C2C1)C1=CC=CC=C1)C1=CC=CC=C1 N-(1,1'-biphenyl-4-yl)-N-[4-(9-phenyl-9H-carbazole-3-yl)phenyl]-9,9-dimethyl-9H-fluorene-2-amine